FC1=CC(=C(C(=O)N(C2CCN(CC2)C2=NN=C(C3=CC=CC=C23)C2=CC=NN2C)C)C=C1)C(F)(F)F 4-fluoro-N-methyl-N-(1-[4-(1-methyl-1H-pyrazole-5-yl)phthalazin-1-yl]piperidin-4-yl)-2-(trifluoromethyl)benzamide